NC1=CC=C2C(=N1)CCC2NC([C@H](C)NC(=O)[C@@H]2NCC[C@@H](C2)C2=CC=C(C=C2)C(F)(F)F)=O (2R,4S)-N-((2S)-1-((2-amino-6,7-dihydro-5H-cyclopenta[b]pyridin-5-yl)amino)-1-oxopropan-2-yl)-4-(4-(trifluoromethyl)phenyl)piperidine-2-carboxamide